CN1C(=NN=C1)C=1C(=NN(C1)C)C1=CC(=CC=C1)[N+](=O)[O-] 4-methyl-3-(1-methyl-3-(3-nitrophenyl)-1H-pyrazol-4-yl)-4H-1,2,4-triazole